N=1C2=C(OCC1)C=CC1=CC=CC=C12 [3H]naphth[2,1-b][1,4]oxazin